6-(3-chloro-5-fluoro-phenoxy)-2-(2-methoxyethylamino)-3-(trifluoromethylsulfonyl)benzonitrile ClC=1C=C(OC2=CC=C(C(=C2C#N)NCCOC)S(=O)(=O)C(F)(F)F)C=C(C1)F